C(C)(C)(C)OC(=O)N1C[C@H](CC1)NC=1C=NC(=CC1C)S(N(C=1N=CSC1)CC1=CC=C(C=C1)OC)(=O)=O (S)-3-((6-(N-(4-methoxybenzyl)-N-(thiazol-4-yl)sulfamoyl)-4-methylpyridin-3-yl)amino)pyrrolidine-1-carboxylic acid tert-butyl ester